CC(C(=O)N[C@@H](C(C)C)C(=O)N[C@H](CCC(=O)O)C(=O)O)(C)C1=CC=CC=C1 (2-methyl-2-phenylpropanoyl)-L-valyl-D-glutamic acid